phenyl (3-(((tertbutyldimethylsilyl)oxy)methyl)isoxazol-5-yl)carbamate C(C)(C)(C)[Si](OCC1=NOC(=C1)NC(OC1=CC=CC=C1)=O)(C)C